1-((tetrahydro-2H-pyran-4-yl)methyl)urea O1CCC(CC1)CNC(=O)N